4-ethyl-pyridin-2-amine C(C)C1=CC(=NC=C1)N